C(C)OC1=CC=C(C=N1)C=1N=C(NC(C1)=O)C=1C=C(CC(C(=O)N)(C)C)C=CC1C(F)(F)F {3-[4-(6-ethoxypyridin-3-yl)-6-oxo-1,6-dihydropyrimidin-2-yl]-4-(trifluoromethyl)benzyl}isobutyramide